N,N-diethyl-2,3,4,5,6-pentafluorobenzamide C(C)N(C(C1=C(C(=C(C(=C1F)F)F)F)F)=O)CC